C(C)(C)C1=C(NC2=CC=C(C=C12)C1CCNCC1)C1=CC=2N(C=C1)N=CN2 7-(3-isopropyl-5-(piperidin-4-yl)-1H-indol-2-yl)-[1,2,4]triazolo[1,5-a]pyridine